N-octylnonanolactam C(CCCCCCC)N1C(CCCCCCCC1)=O